(S)-3-(4-fluorophenyl)-N-(1-(2-fluoro-3-(2,2,2-trifluoroethoxy)phenyl)cyclopropyl)-3-hydroxybutanamide FC1=CC=C(C=C1)[C@@](CC(=O)NC1(CC1)C1=C(C(=CC=C1)OCC(F)(F)F)F)(C)O